N-((3-nitro-4-((1-(oxetan-3-yl)piperidin-4-yl)amino)phenyl)sulfonyl)benzamide [N+](=O)([O-])C=1C=C(C=CC1NC1CCN(CC1)C1COC1)S(=O)(=O)NC(C1=CC=CC=C1)=O